N1(C=NC=C1)CCC1=CC(=C(CN2C(N(CCC2)C2=CC(=C(C=C2)OC)COCCCC)=O)C=C1)OC 1-(4-(2-(1H-imidazol-1-yl)ethyl)-2-methoxybenzyl)-3-(3-(butoxymethyl)-4-methoxyphenyl)tetrahydropyrimidin-2(1H)-one